(1R,2S)-1-(2-methoxy-5-methylphenyl)-2-(2-methoxypyrimidin-5-yl)-N-(2-methylquinoline-5-sulfonyl)cyclopropane-1-carboxamide COC1=C(C=C(C=C1)C)[C@@]1([C@@H](C1)C=1C=NC(=NC1)OC)C(=O)NS(=O)(=O)C=1C=2C=CC(=NC2C=CC1)C